FC(C(=O)O)(F)F.FC=1C=C2C(=NN(C2=CC1N1CCNCC1)C)C1C(NC(CC1)=O)=O 3-(5-fluoro-1-methyl-6-(piperazin-1-yl)-1H-indazol-3-yl)piperidine-2,6-dione trifluoroacetate